(S)-N-(4-(4-((3-acrylamido-4-(2-methyl-4-(tetrahydro-2H-pyran-4-yl)piperazin-1-yl)phenyl)amino)-1,3,5-triazin-2-yl)-3-(hydroxymethyl)pyridin-2-yl)-4-cyclopropyl-2-fluorobenzamide C(C=C)(=O)NC=1C=C(C=CC1N1[C@H](CN(CC1)C1CCOCC1)C)NC1=NC(=NC=N1)C1=C(C(=NC=C1)NC(C1=C(C=C(C=C1)C1CC1)F)=O)CO